(1S)-1-hydroxy-4-methyl-1-[1-[3-(4H-1,2,4-triazol-3-yl)phenyl]pyrrolo[2,3-b]pyridin-5-yl]pentan-2-one O[C@H](C(CC(C)C)=O)C=1C=C2C(=NC1)N(C=C2)C2=CC(=CC=C2)C2=NN=CN2